8-(2-bromo-3-(diphenylamino)phenoxy)-N,N-diphenyl-dibenzo[b,d]furan-3-amine BrC1=C(OC=2C=CC3=C(C4=C(O3)C=C(C=C4)N(C4=CC=CC=C4)C4=CC=CC=C4)C2)C=CC=C1N(C1=CC=CC=C1)C1=CC=CC=C1